C(C)C1=C(C=CC(=N1)N)C1=C(C=CC2=C1OCC=CC2)F 6-ethyl-5-(8-fluoro-2,5-dihydrobenzo[b]oxepin-9-yl)pyridin-2-amine